ethyl 2-[[3-[tert-butyl (dimethyl) silyl] oxy-5-ethyl-2-oxo-pyrrolidin-1-yl] amino]-2-imino-acetate [Si](C)(C)(C(C)(C)C)OC1C(N(C(C1)CC)NC(C(=O)OCC)=N)=O